[Pd](Cl)Cl.N1=C(C=CC=C1)C1=NC=CC=C1 (2,2'-bipyridine) palladium dichloride